C(C=C)(=O)OC1=C(C(=O)OC2=CC=CC=C2)C=CC=C1 phenyl acryloyloxybenzoate